3-(7-((1-(2-mercapto-1-methyl-1H-imidazole-5-carbonyl)piperidin-4-yl)oxy)-1-methyl-1H-indazol-3-yl)piperidine-2,6-dione SC=1N(C(=CN1)C(=O)N1CCC(CC1)OC=1C=CC=C2C(=NN(C12)C)C1C(NC(CC1)=O)=O)C